C(C=C)OC(=O)C1(CC(C1)CN1N(C[C@H]2[C@@H]1C(CN2C(=O)OC(C)(C)C)(F)F)C)C (cis)-tert-Butyl 1-((3-((allyloxy) carbonyl)-3-methylcyclobutyl) methyl)-6,6-difluoro-2-methylhexahydropyrrolo[3,2-c]pyrazole-4(2H)-carboxylate